Tert-Butyl {2-[5-Chloro-6-(4-Fluorophenyl)-4-(2-Hydroxypropan-2-yl)Pyridin-2-yl]-3,3,3-Trifluoro-2-Hydroxypropyl}Carbamate ClC=1C(=CC(=NC1C1=CC=C(C=C1)F)C(CNC(OC(C)(C)C)=O)(C(F)(F)F)O)C(C)(C)O